O=C1N(C(CC1)=O)OC(=O)C(C(=O)O)(CCCCCCCCCCC(=O)O)CCCCCCCCCCC 2-(((2,5-dioxopyrrolidin-1-yl)oxy)carbonyl)-2-undecyltridecanedioic acid